N-[3-(3-Chloro-10,11-dihydro-5H-dibenzo[b,f]azepin-5-yl)propyl]-N-[2-(1,3-dioxolan-2-yl)ethyl]-2,2,2-trifluoro-acetamide ClC=1C=CC2=C(N(C3=C(CC2)C=CC=C3)CCCN(C(C(F)(F)F)=O)CCC3OCCO3)C1